((3R,4R)-3-fluoro-1-(methylsulfonyl)piperidin-4-yl)-4-(1H-imidazol-4-yl)-5-(trifluoromethyl)pyrimidin-2-amine F[C@H]1CN(CC[C@@H]1C1=C(C(=NC(=N1)N)C=1N=CNC1)C(F)(F)F)S(=O)(=O)C